CC(C)CCC(CCCCCC)C 2,5-dimethylundecane